bis(4-bromophenyl)iodonium BrC1=CC=C(C=C1)[I+]C1=CC=C(C=C1)Br